(R)-8-chloro-7-fluoro-5-(2-methyl-3,4-dihydroquinolin-1(2H)-yl)-[1,2,4]triazolo[4,3-a]quinazoline ClC1=C(C=C2C(=NC=3N(C2=C1)C=NN3)N3[C@@H](CCC1=CC=CC=C31)C)F